(S)-2-(5-((1-(dibenzo[b,d]furan-2-yl)-2-fluoroethyl)amino)-2-(2-fluorophenyl)-6-oxopyrimidin-1(6H)-yl)acetic acid C1=C(C=CC=2OC3=C(C21)C=CC=C3)[C@@H](CF)NC3=CN=C(N(C3=O)CC(=O)O)C3=C(C=CC=C3)F